N[C@@H](CO)[C@@H]1C([C@@H]1CCC(=O)C1=CN=C2C(=N1)N(C(=C2)C(C)(C)C)C)(C)C 3-[(1R,3S)-3-[(1R)-1-Amino-2-hydroxy-ethyl]-2,2-dimethyl-cyclopropyl]-1-(6-tert-butyl-5-methyl-pyrrolo[2,3-b]pyrazin-3-yl)propan-1-one